O1CCN(CC1)C(COC1=CC=C(C=C1C1=CC=CC=C1)C=O)=O 6-(2-Morpholino-2-oxoethoxy)-[1,1'-biphenyl]-3-carbaldehyde